trinaphthylene C1=CC=CC2=CC=3C4=CC5=CC=CC=C5C=C4C4=CC5=CC=CC=C5C=C4C3C=C12